2-(5-(cyclopropylmethyl)-3-(4'-(dimethylamino)-[1,1'-biphenyl]-3-yl)-4-(3-fluoro-4-sulfamoylbenzyl)-1H-pyrazol-1-yl)thiazole-4-carboxylic acid C1(CC1)CC1=C(C(=NN1C=1SC=C(N1)C(=O)O)C=1C=C(C=CC1)C1=CC=C(C=C1)N(C)C)CC1=CC(=C(C=C1)S(N)(=O)=O)F